2-[ETHYL(METHYL)CARBAMOYL]ACETIC ACID C(C)N(C(=O)CC(=O)O)C